4-isocyanatophenyl sulfide N(=C=O)C1=CC=C(C=C1)SC1=CC=C(C=C1)N=C=O